(S)-N-(7-chloro-6-((2S)-4-(4-(3S,4S)-hydroxy-3-methyltetrahydrofuran-3-yl)-2-methylpiperazin-1-yl)isoquinolin-3-yl)-6-oxaspiro[2.5]octane-1-carboxamide ClC1=C(C=C2C=C(N=CC2=C1)NC(=O)[C@H]1CC12CCOCC2)N2[C@H](CN(CC2)[C@]2(COC[C@H]2O)C)C